4-(4-bromophenyl)-5-isopropylthiazol-2-amine BrC1=CC=C(C=C1)C=1N=C(SC1C(C)C)N